COC=1C=CC(=NC1)NC(CN(C=1C2=C(N=C(N1)C=1N=CN(C1)C)CCC2)C)=O N-(5-methoxypyridin-2-yl)-2-{methyl[2-(1-methyl-1H-imidazol-4-yl)-5H,6H,7H-cyclopenta[d]pyrimidin-4-yl]amino}acetamide